4-(2-methyl-6,7-dihydropyrazolo[1,5-a]pyrimidin-4(5H)-yl)-4-oxo-N-(4-(pyridin-3-yl)phenyl)butanamide CC1=NN2C(N(CCC2)C(CCC(=O)NC2=CC=C(C=C2)C=2C=NC=CC2)=O)=C1